8-bromo-2-chloro-6-fluoro-chromen-4-one BrC=1C=C(C=C2C(C=C(OC12)Cl)=O)F